C(C)(=O)N1[C@H](CC(C1)C1=CC(=C(C=C1)OC(F)F)OC(C)C)CNC(C1=C(C=CC=C1)OCC)=O N-(((2R)-1-acetyl-4-(4-(difluoromethoxy)-3-isopropoxyphenyl)pyrrolidin-2-yl)methyl)-2-ethoxybenzamide